FC1=C(C(=C(C=C1C1=NC2=C(N1C1(COC1)C)C=C(C=C2)C2=NC=C(C=N2)F)OC)O)O 3-fluoro-4-(6-(5-fluoropyrimidin-2-yl)-1-(3-methyloxetan-3-yl)-1H-benzo[d]imidazol-2-yl)-6-methoxybenzene-1,2-diol